NC1=CC=C(C=C1)S(=O)(=O)N(C[C@H]([C@H](CC1=CC=CC=C1)NC(O[C@@H]1[C@H]2[C@@H](OC1)OCC2)=O)O)CC(C)C [(3aS,4R,6aR)-2,3,3a,4,5,6a-hexahydrofuro[2,3-b]furan-4-yl] N-[(2S,3R)-4-[(4-aminophenyl)sulfonyl-(2-methylpropyl)amino]-3-hydroxy-1-phenylbutan-2-yl]carbamate